FC(C(=O)O)(C1=CC(=C(C=C1)F)OC)F 2,2-difluoro-2-(4-fluoro-3-methoxyphenyl)acetic acid